C(#N)C1=CC=C(C=C1)N1OC(C(=C(C1)O)C(=O)NC1=CC=C(C=C1)F)=O 2-(4-cyanophenyl)-N-(4-fluorophenyl)-4-hydroxy-6-oxo-3,6-dihydro-2H-1,2-oxazine-5-carboxamide